2,2,2-Trifluoroethyldifluoromethylether FC(CC(F)(F)OC(CC(F)(F)F)(F)F)(F)F